1,3,5-tris(4-tert-butyl-3-hydroxy-2,6-xylyl)methyl-1,3,5-triazine-2,4,6(1H,3H,5H)-trione C(C)(C)(C)C1=C(C(=C(C(=C1)C)CN1C(N(C(N(C1=O)CC1=C(C(=C(C=C1C)C(C)(C)C)O)C)=O)CC1=C(C(=C(C=C1C)C(C)(C)C)O)C)=O)C)O